C(=C\CCCCCCCC)/C1=CC=2N(C3=CC=CC=C3SC2C=C1)C(=O)OC(C)(C)C tert-butyl (e)-2-(dec-1-en-1-yl)-10H-phenothiazine-10-carboxylate